C1CCC2=CC(=CC=C12)S(=O)(=O)N1CCC(CC1)C(=O)NC1=NC2=CC=CC=C2C=C1 1-[(2,3-dihydro-1H-inden-5-yl)sulfonyl]-N-2-quinolinyl-4-piperidinecarboxamide